sodium 3-allyloxy-2-hydroxypropanesulfonate C(C=C)OCC(CS(=O)(=O)[O-])O.[Na+]